5-chloro-3-isothiocyanato-1H-pyrrolo[3,2-b]pyridine ClC1=CC=C2C(=N1)C(=CN2)N=C=S